C(=O)C1CN(CC1)C(=O)OC(C)(C)C tert-Butyl 3-formylpyrrolidine-1-carboxylate